C1(CC1)COC=1C(=CC(N2[C@@H](CSC12)C(=O)O)=O)CC1=CC=CC2=CC=CC=C12 (3R)-7-(cyclopropylmethoxy)-6-[(1-naphthyl)methyl]-4-oxo-1-thia-3a-aza-3-indanecarboxylic acid